(S)-[1-(Aminooxy)propan-2-yl]carbamic acid tert-butyl ester C(C)(C)(C)OC(N[C@H](CON)C)=O